Methyl (S)-6-bromo-1-methyl-4-(phenyl (tetrahydro-2H-pyran-4-yl)methyl)-1,4-dihydropyrazolo[3',4':4,5]pyrrolo[3,2-b]pyridine-3-carboxylate BrC=1C=C2C(=NC1)C1=C(N2[C@@H](C2CCOCC2)C2=CC=CC=C2)C(=NN1C)C(=O)OC